Di-tert-butyl-3-(4-(((tert-butyldiphenylsilyl)oxy)methyl)-2-(ethoxycarbonyl)pent-4-enoyl)-6,7-dihydro-2H-pyrazolo[4,3-c]pyridine-2,5(4H)-dicarboxylate C(C)(C)(C)OC(=O)N1N=C2C(CN(CC2)C(=O)OC(C)(C)C)=C1C(C(CC(=C)CO[Si](C1=CC=CC=C1)(C1=CC=CC=C1)C(C)(C)C)C(=O)OCC)=O